C1(CC2C(CC1)O2)COC(=O)C2CC1C(CC2)O1 3,4-Epoxycyclohexylmethyl-3,4-epoxycyclohexancarboxylat